1-(3-methyloxetan-3-yl)-3-(2-(methylsulfonyl)-5-((triisopropylsilyl)ethynyl)pyrido[2,3-d]pyrimidin-7-yl)urea CC1(COC1)NC(=O)NC=1C=C(C2=C(N=C(N=C2)S(=O)(=O)C)N1)C#C[Si](C(C)C)(C(C)C)C(C)C